C(C)(C)(C)OC(=O)N1C(C(NCC1)C)C=1C2=C(N=CN1)N(C=C2C2CC2)S(=O)(=O)CC2=CC=CC=C2 (5-cyclopropyl-7-toluenesulfonyl-7H-pyrrolo[2,3-d]pyrimidin-4-yl)-3-methylpiperazine-1-carboxylic acid tert-butyl ester